C1CCCC=2C(C3=CC4=CC=CC=C4C=C3C(C12)=O)=O Tetrahydro-Naphthacene-5,12-Dione